Methyl ((2S,3R)-3-amino-2-hydroxy-4-methylpentanoyl)-L-prolinate N[C@@H]([C@@H](C(=O)N1[C@@H](CCC1)C(=O)OC)O)C(C)C